F[C@H]1CN(CC[C@H]1NC1=C2C=C(N(C2=CC=C1)CC(F)(F)F)C1=NOC(=N1)CNC(=O)[C@H]1[C@H](C1)C1=CC=CC=C1)C (1R,2S)-N-{[3-(4-{[(3S,4R)-3-fluoro-1-methylpiperidin-4-yl]amino}-1-(2,2,2-trifluoroethyl)-1H-indol-2-yl)-1,2,4-oxadiazol-5-yl]methyl}-2-phenylcyclopropane-1-carboxamide